C1(CC1)CN1CCC2(CCCN(C2)C2=C(C(=CC=C2\C=C(/F)\C2=NC(=CN=C2)N2CC(C2)(F)F)OC2=CC=CC=C2)C(F)(F)F)CC1 (Z)-9-(Cyclopropylmethyl)-2-(6-(2-(6-(3,3-difluoroazetidin-1-yl)pyrazin-2-yl)-2-fluorovinyl)-3-phenoxy-2-(trifluoromethyl)phenyl)-2,9-diazaspiro[5.5]undecane